2-aminomethyl-1,6-diaminohexane NCC(CN)CCCCN